9-(4-chloro-2-fluoro-phenyl)-2,3-dimethyl-7-[(2R,6S)-2-methyl-6-(1H-pyrazol-4-yl)morpholin-4-yl]pyrazino[1,2-a]pyrimidin-4-one ClC1=CC(=C(C=C1)C1=NC(=CN2C1=NC(=C(C2=O)C)C)N2C[C@H](O[C@H](C2)C=2C=NNC2)C)F